2-(3-(3-(cyclopropylmethoxy)-4-(difluoromethoxy)phenethyl)phenyl)acetic acid C1(CC1)COC=1C=C(CCC=2C=C(C=CC2)CC(=O)O)C=CC1OC(F)F